N1=C(C=CC=C1)CCS pyridylethylmercaptan